FC1=C(C=CC2=C1N(C(=N2)CN2CCC(CC2)C2=NC(=CC=C2)OCC2=CC=C1C=NN(C1=C2)CCOC)C[C@H]2OCC2)C(=O)OC methyl (S)-7-fluoro-2-((4-(6-((1-(2-methoxyethyl)-1H-indazol-6-yl) methoxy) pyridin-2-yl) piperidin-1-yl) methyl)-1-((oxetan-2-yl) methyl)-1H-benzo[d]imidazole-6-carboxylate